4'-bisbromomethylbiphenyl BrC(C1=CC=C(C=C1)C1=CC=CC=C1)Br